FC1=CC=C(C=C1)C(N1C[C@@H](N(C[C@H]1CC)C1=C2N=CN(C2=NC(=N1)Cl)CC1CC1)CC)C1=CC=C(C=C1)F 6-((2S,5R)-4-(bis(4-fluorophenyl)methyl)-2,5-diethylpiperazin-1-yl)-2-chloro-9-(cyclopropylmethyl)-9H-purine